C1(CCC1)C(CO)N1C(N=CC=C1C1=CC=C(C=C1)OC(F)(F)F)C=1C=NN(C1)C N-(1-Cyclobutyl-2-hydroxyethyl)-2-(1-methyl-1H-pyrazol-4-yl)-6-[4-(trifluoromethoxy)phenyl]pyrimidin